FC(CS(=O)(=O)NC1=CC=C(C=C1)OC=1N=C(SC1C1=NC(=NC=C1)N[C@@H]1CNC[C@H](C1)F)C)(F)F 2,2,2-trifluoro-N-[4-[5-[2-[[(3S,5S)-5-fluoro-3-piperidyl]amino]pyrimidin-4-yl]-2-methyl-thiazol-4-yl]oxyphenyl]ethanesulfonamide